tert-butyl-2-(4-(3-fluoro-4-nitrophenyl)-1-(tetrahydro-2H-pyran-2-yl)-1H-pyrazol-5-yl)-6-methylpyridine C(C)(C)(C)C=1C(=NC(=CC1)C)C1=C(C=NN1C1OCCCC1)C1=CC(=C(C=C1)[N+](=O)[O-])F